N(=C=S)C=1C=CC=C2C(=C(NC12)C1=CC=CC=C1)C(C[N+](=O)[O-])C=1SC=CC1 7-isothiocyanato-3-(2-nitro-1-(thiophen-2-yl)ethyl)-2-phenyl-1H-indole